racemic-4-amino-3-methyl-1,3-dihydrofuro[3,4-c]quinoline-8-carboxylic acid NC1=NC=2C=CC(=CC2C2=C1[C@H](OC2)C)C(=O)O |r|